4-(7-(4-formylpiperidin-1-yl)-1,3-dimethyl-2-oxo-1,2-dihydroquinolin-5-yl)-1-methyl-1,2,3,4-tetrahydroquinoxaline-6-carbonitrile C(=O)C1CCN(CC1)C1=CC(=C2C=C(C(N(C2=C1)C)=O)C)N1CCN(C2=CC=C(C=C12)C#N)C